2-hydroxy-4-(4-(trifluoromethyl)phenyl)pyrrolo[1,2-a]quinoxaline OC=1C=C2N(C3=CC=CC=C3N=C2C2=CC=C(C=C2)C(F)(F)F)C1